phenyl-3-(((1-phenylcyclobutyl)methyl)amino)pyrazin C1(=CC=CC=C1)C1=NC=CN=C1NCC1(CCC1)C1=CC=CC=C1